diphenyl-benzene-d3 C1(=CC=CC=C1)C1=CC(=C(C(=C1[2H])[2H])[2H])C1=CC=CC=C1